(trifluoromethyl)-1H-imidazol FC(F)(F)N1C=NC=C1